((4-chloro-3-((dimethylamino)methyl)-2-methylphenyl)amino)-4,5,6,7-tetrahydrobenzo[d]thiazol-4-ol ClC1=C(C(=C(C=C1)NC=1SC2=C(N1)C(CCC2)O)C)CN(C)C